ClC1=CC=C(C(=N1)NC(C(C)(C)C)=O)OC N-(6-chloro-3-methoxy-2-pyridyl)-2,2-dimethyl-propanamide